Triazolo-benzodiazepine N1=NN=C2C1=C1C(=CC=CN=N1)C=C2